SC(COC1=CC=C(C=C1)C(C)(CC)C1=CC=C(C=C1)OCC(C)S)C 2,2-bis(4-(2-mercaptopropoxy)phenyl)butane